C(#C)C=1C=CC=C2C=C(C=C(C12)C1=C(C=2N=C(N=C(C2C=N1)N1C[C@H](C[C@](CC1)(C)O)NC(C=C)=O)OCC12CCCN2CCC1)F)O N-((3S,5R)-1-(7-(8-ethynyl-3-hydroxynaphthalen-1-yl)-8-fluoro-2-((tetrahydro-1H-pyrrolizin-7a(5H)-yl)methoxy)pyrido[4,3-d]pyrimidin-4-yl)-5-hydroxy-5-methylazepan-3-yl)acrylamide